COC=1C=C2NC=3C=CC(=CC3C(C2=CC1)(C)C)CN1CCN(CC1)C1CCOCC1 6-methoxy-9,9-dimethyl-2-((4-(tetrahydro-2H-pyran-4-yl)piperazin-1-yl)methyl)-9,10-dihydroacridine